Para-bromostyrene BrC1=CC=C(C=C)C=C1